Bis(4-methoxybenzoyl)methan COC1=CC=C(C(=O)CC(C2=CC=C(C=C2)OC)=O)C=C1